N1=CC(=CC=C1)CN1N=C(C=C1)C=1C=C(C=CC1NC1COCCC1)C1=CC=CC=C1 N-(3-(1-(pyridin-3-ylmethyl)-1H-pyrazol-3-yl)-[1,1'-biphenyl]-4-yl)tetrahydro-2H-pyran-3-amine